8-((4-aminophenyl)amino)-6-ethyl-2,4-dimethylpyrimido[4,5-c]isoquinoline-1,3,7,10(2H,4H)-tetraone NC1=CC=C(C=C1)NC1=CC(C=2C3=C(N=C(C2C1=O)CC)N(C(N(C3=O)C)=O)C)=O